C(CCCCCCCCCCCCCCC)(=O)OC=1C(C2=CC=CC=C2C(C1C1CCC(CC1)C1=CC=C(C=C1)Cl)=O)=O 3-((1r,4r)-4-(4-chlorophenyl)cyclohexyl)-1,4-dioxo-1,4-dihydronaphthalen-2-yl palmitate